2-[4-[(3S)-piperidin-3-yl]phenyl]-2H-indazole-7-carboxamide tosylate salt S(=O)(=O)(O)C1=CC=C(C)C=C1.N1C[C@@H](CCC1)C1=CC=C(C=C1)N1N=C2C(=CC=CC2=C1)C(=O)N